N1(CCCC1)C1=NC=CC(=C1C1=NC2=C(N1)C=CC=C2)C2=NC=CC=C2 2-(2'-(pyrrolidin-1-yl)-[2,4'-bipyridyl]-3'-yl)-1H-benzo[d]imidazole